FC1=CC=C(CC2=CC3=C(OC[C@@H](N3C(C)=O)C3=CC=CC=C3)N=C2)C=C1 1-((S)-7-(4-fluorobenzyl)-2-phenyl-2,3-dihydro-1H-pyrido[2,3-b][1,4]oxazin-1-yl)ethan-1-one